NC=1C2=C(N(C(N1)=O)C1=CC=CC3=C1N=CO3)N=C(C=C2)C2CC2 4-amino-1-(benzo[d]oxazol-4-yl)-7-cyclopropylpyrido[2,3-d]pyrimidin-2(1H)-one